C1(CC1)C1=CC(=C(C=C1)NC1=CC(=NC=C1C(=O)NOCC)NC=1C=NC(=CC1)F)N(S(=O)(=O)C)C 4-((4-cyclopropyl-2-(N-methyl-methanesulfonamido)-phenyl)amino)-N-ethoxy-6-((6-fluoropyridin-3-yl)amino)-nicotinamide